3'-(5-bromo-1,3,4-thiadiazol-2-yl)-N,N-diphenyl-[1,1'-biphenyl]-3-amine BrC1=NN=C(S1)C=1C=C(C=CC1)C1=CC(=CC=C1)N(C1=CC=CC=C1)C1=CC=CC=C1